C(C=C)(=O)O.C[Si](OCC)(OCC)OCC methyl-(triethoxysilane) acrylate